N-Boc-4-bromo-1,2,5,6-tetrahydropyridine C(=O)(OC(C)(C)C)N1CC=C(CC1)Br